FC(C(NC1=C(C=CC=C1)N1CCC(CC1)(C)COC)C1=CC=C(C=C1)S(=O)(=O)Cl)(F)F 4-(2,2,2-trifluoro-1-((2-(4-(methoxymethyl)-4-methylpiperidin-1-yl)phenyl)amino)ethyl)benzenesulfonyl chloride